C=1N=CN2C1C1=CC=CC=C1C2C2C(CC2)=O 2-(5H-imidazo[5,1-a]isoindol-5-yl)cyclobutan-1-one